CC(OC(NCCCNC(CCOCC(COCCC(NCCCNC(OCC1=CC=CC=C1)=O)=O)(COCCC(NCCCNC(OC(C)(C)C)=O)=O)NC(OC(C)(C)C)=O)=O)=O)(C)C benzyl di-tert-butyl (10-(13,13-dimethyl-5,11-dioxo-2,12-dioxa-6,10-diazatetradecyl)-5,15-dioxo-8,12-dioxa-4,16-diazanonadecane-1,10,19-triyl)tricarbamate